4-[3-(2-Benzyloxyphenyl)-2-hydroxypropyl]-1,3-dihydroimidazole-2-thione C(C1=CC=CC=C1)OC1=C(C=CC=C1)CC(CC=1NC(NC1)=S)O